CC1=C(N=C2C(=N1)NC=C2)C2CCN(CC2)S(=O)(=O)C2=CC1=C(N=CS1)C=C2 6-((4-(3-methyl-5H-pyrrolo[2,3-b]pyrazin-2-yl)piperidin-1-yl)sulfonyl)benzo[d]thiazole